Methyl 3-methoxy-2-(2-(((6-(trifluoromethyl)pyridin-2-yl)oxy)methyl)phenyl)acrylate COC=C(C(=O)OC)C1=C(C=CC=C1)COC1=NC(=CC=C1)C(F)(F)F